4-tetradecylammonium CCCC(CCCCCCCCCC)[NH3+]